(R or S)-2-(6-(2-(2,5-difluorobenzyl)-2H-tetrazol-5-yl)pyridin-2-yl)-2-hydroxypropane-1-sulfonamide FC1=C(CN2N=C(N=N2)C2=CC=CC(=N2)[C@@](CS(=O)(=O)N)(C)O)C=C(C=C1)F |o1:15|